ClC=1C=CC2=C(N=C(O2)C2CC3(CC(C3)NC(=O)C=3OC(=CC3)[S@@](=O)(=N)CC3CC3)C2)C1 (Ra)-N-[6-(5-Chloro-1,3-benzoxazol-2-yl)spiro[3.3]heptan-2-yl]-5-[(R)-cyclopropylmethylsulfonimidoyl]furan-2-carboxamide